di-(tert-butyl)(3-tert-butylphenyl)phosphine C(C)(C)(C)P(C1=CC(=CC=C1)C(C)(C)C)C(C)(C)C